rac-tert-butyl {[4-(1-methyl-1H-pyrazol-5-yl)-2,5-dioxoimidazolidin-4-yl]methyl}carbamate CN1N=CC=C1[C@]1(NC(NC1=O)=O)CNC(OC(C)(C)C)=O |r|